1-[4-(2,6-dioxo-3-piperidyl)phenyl]-4-fluoropiperidine-4-carbaldehyde O=C1NC(CCC1C1=CC=C(C=C1)N1CCC(CC1)(C=O)F)=O